[Ru](=O)(=O)(=O)=O ruthenium tetra-oxide